C1(=CC=CC=C1)N1CN(N=C1)CCN1CCNCC1 4-phenyl-2-(2-(1-piperazinyl)ethyl)-2,4-dihydro-[1,2,4]triazole